C(C1=CC=CC=C1)OC(=O)NC(C(=O)[O-])CCC1C(OC(OC1=O)(C)C)=O ((benzyloxy)carbonyl)amino-4-(2,2-dimethyl-4,6-dioxo-1,3-dioxan-5-yl)butanoate